((thieno[2,3-b]pyridin-4-ylmethyl)oxy)benzoic acid S1C=CC=2C1=NC=CC2COC2=C(C(=O)O)C=CC=C2